C(CCCCCCCCCCCCCCCCC)(=O)[O-].C(CCCCCCCCCCCCCCCCC)(=O)[O-].C(CCCCCCC)[Sn+2]CCCCCCCC dioctyltin distearate